ClC1=CC2=C(C(=NN(C2=O)CC(=O)NC2=NC=C(C=N2)F)C(C)C)O1 2-(2-Chloro-7-isopropyl-4-oxofuro[2,3-d]pyridazin-5(4H)-yl)-N-(5-fluoropyrimidin-2-yl)acetamide